C(C)C=1C=C(C=NC1)C1CCN(CC1)C(=O)N1C[C@@H]2[C@@H](OCC(N2)=O)CC1 (4aR,8aS)-6-[4-(5-ethylpyridin-3-yl)piperidin-1-carbonyl]hexahydro-2H-pyrido[4,3-b][1,4]oxazin-3(4H)-one